O=C1N(CCC(N1)=O)C1=NN(C2=CC(=CC=C12)N(C1CCN(CC1)C(=O)OC(C)(C)C)C)C tert-butyl 4-[[3-(2,4-dioxohexahydropyrimidin-1-yl)-1-methyl-indazol-6-yl]-methyl-amino]piperidine-1-carboxylate